tert-butyl(1-(2-isopropylphenyl)cyclopropyl)carbamate C(C)(C)(C)OC(NC1(CC1)C1=C(C=CC=C1)C(C)C)=O